ClC=1C=CC=C2C=CC=C(C12)C1=C(C=2N=C(N=C(C2C=N1)N1CC2CCC(C1)N2)OCC(=O)NC2=CC=C(C=C2)S(=O)(=O)N2N=C(N=C2)C2CCCC2)F 2-{[7-(8-chloronaphthalen-1-yl)-4-{3,8-diazabicyclo[3.2.1]octan-3-yl}-8-fluoropyrido[4,3-d]pyrimidin-2-yl]oxy}-N-[4-(3-cyclopentyl-1,2,4-triazol-1-ylsulfonyl)phenyl]acetamide